(2S)-2-[[(2S,5R)-2-(aminomethyl)-3-methyl-7-oxo-1,6-diazabicyclo[3.2.1]oct-3-en-6-yl]oxy]-2-fluoroacetic acid NC[C@H]1N2C(N([C@H](C=C1C)C2)O[C@H](C(=O)O)F)=O